2-[[4-[5-(cyclopentoxy)-2-(2H-tetrazol-5-yl)-phenyl]piperazin-1-yl]methyl]-1,3-benzothiazole C1(CCCC1)OC=1C=CC(=C(C1)N1CCN(CC1)CC=1SC2=C(N1)C=CC=C2)C=2N=NNN2